2-Methyl-5-(6-(2-(4-methylpiperazin-1-yl)ethyl)pyridin-3-yl)aniline CC1=C(N)C=C(C=C1)C=1C=NC(=CC1)CCN1CCN(CC1)C